C(#N)C=1C=C(C=CC1)C1=CC(=NC(=N1)NCC1CC1)C=1N=NN(C1)CC1=CC=CC(=N1)N1[C@@H](CCC1)C(=O)O (S)-1-{6-[(4-{6-(m-cyanophenyl)-2-[(cyclopropylmethyl)amino]-4-pyrimidinyl}-1H-1,2,3-triazol-1-yl)methyl]-2-pyridinyl}-2-pyrrolidinecarboxylic acid